CC1(OC=2C=CC(=C(C2CC1)O)CC=C(C)C)C 2,2-Dimethyl-6-(3-methylbut-2-enyl)-3,4-dihydrochromen-5-ol